[Ag].[Gd] gadolinium-silver